FC=1C=C(\C=C\2/CCN3C2=NC=2C=CC=CC2C3=O)C=CC1F (E)-3-(3,4-difluorobenzylidene)-2,3-dihydropyrrolo[2,1-b]quinazolin-9(1H)-one